(2-(1-(3-hydroxy-3-methylbutyl)-2,3-dihydro-1H-pyrrolo[1,2,3-de]quinoxalin-5-yl)-7-methoxy-1-((1-methyl-1H-pyrazol-4-yl)methyl)-1H-benzo[d]imidazol-5-yl)methanone OC(CCN1CCN2C=3C(=CC=CC13)C=C2C2=NC1=C(N2CC=2C=NN(C2)C)C(=CC(=C1)C=O)OC)(C)C